N-BocMorpholinone C(=O)(OC(C)(C)C)N1C(COCC1)=O